CC1(OB(OC1(C)C)C=1C=C(N(C1)COCC[Si](C)(C)C)C#N)C 4-(4,4,5,5-tetramethyl-1,3,2-dioxaborolan-2-yl)-1-((2-(trimethylsilyl)ethoxy)methyl)-1H-pyrrole-2-carbonitrile